FC(C)(F)C=1OC(=NN1)N1[C@@H](C2=C(CC1)NC=N2)C2=NN1C(C(=CC=C1)C)=C2 (S)-2-(1,1-difluoroethyl)-5-(4-(4-methylpyrazolo[1,5-a]pyridin-2-yl)-1,4,6,7-tetrahydro-5H-imidazo[4,5-c]pyridin-5-yl)-1,3,4-oxadiazole